ClC1=C(C=C(C=C1)NC(=O)C1CCC(CC1)N1C(C2=CC(=CC(=C2C1)C)NCCN(C)C)=O)F (1s,4s)-N-(4-Chloro-3-fluorophenyl)-4-(6-(2-(dimethylamino)ethylamino)-4-methyl-1-oxoisoindolin-2-yl)cyclohexanecarboxamide